C(#C)OC=1C=C2C(OC(C2=CC1)=O)=O 5-(ethynyloxy)isobenzofuran-1,3-dione